FC1(CN(CCC1)CC#N)F (3,3-difluoropiperidin-1-yl)acetonitrile